C(C)(=O)NC1=NC(=NC(=C1C(=O)NC(C)C=CS(=O)(=O)C)OC1=CC=CC=C1)C1CCCC1 4-acetamido-2-cyclopentyl-N-(4-(methylsulfonyl)but-3-en-2-yl)-6-phenoxypyrimidine-5-carboxamide